C(C)(C)(C)OC(=O)N1CC(N(CC1)CC1=C(C=C(C=C1)F)F)=O 4-[(2,4-Difluorophenyl)methyl]-3-oxopiperazine-1-carboxylic acid tert-butyl ester